ClC1=NC=C(C(=C1)C1=C(C=NC(=C1)C)C(=O)NC=1SC2=C(C=NC(=C2)NC(C(=O)O)CCC)N1)OC [(2-{2'-chloro-5'-methoxy-6-methyl-[4,4'-bipyridine]-3-amido}-[1,3]thiazolo[4,5-c]pyridin-6-yl)amino]pentanoic acid